2-N-[2-(4-formylcyclohexyl)-6-(1-hydroxy-1-methyl-ethyl)indazol-5-yl]-6-(pentafluoro-sulfanyl)pyridine-2-carboxamide C(=O)C1CCC(CC1)N1N=C2C=C(C(=CC2=C1)NC(=O)C1=NC(=CC=C1)S(F)(F)(F)(F)F)C(C)(C)O